4-methyl-1,2,3-thiadiazole CC=1N=NSC1